FC(CN1C[C@@H]2[C@H](C1)CC(C2)CCOC=2C=C1C(=CNC1=CC2)NC(=O)C2C1COCC21)(F)F N-(5-(2-((3aR,5r,6aS)-2-(2,2,2-trifluoroethyl)octa-hydrocyclopenta[c]pyrrol-5-yl)ethoxy)-1H-indol-3-yl)-3-oxabicyclo[3.1.0]hex-ane-6-carboxamide